C(C)OC(=O)C1=CC(=NN1)COC.C(#C)C1=C(C=C(C=C1)F)C(F)(F)F 1-ethynyl-4-fluoro-2-(trifluoromethyl)benzene ethyl-3-(methoxymethyl)-1H-pyrazole-5-carboxylate